2,2-bis(fluoranyl)-5-azaspiro[2.5]octane FC1(CC12CNCCC2)F